2-(4-Chlorobenzyl)-4-(2-naphthyl)imidazole ClC1=CC=C(CC=2NC=C(N2)C2=CC3=CC=CC=C3C=C2)C=C1